C(C)(C)OC(=O)C1CCNCC1 isopropylpiperidine-4-carboxylate